4-(2,6-difluorobenzyl)-2-(4-((3,5-dimethyl-1-(2-((tetrahydro-2H-pyran-2-yl)oxy)ethyl)-1H-pyrazol-4-yl)oxy)-3-fluorophenyl)-2,4-dihydro-3H-1,2,4-triazol-3-one FC1=C(CN2C(N(N=C2)C2=CC(=C(C=C2)OC=2C(=NN(C2C)CCOC2OCCCC2)C)F)=O)C(=CC=C1)F